8-Chloro-6-(2-fluorophenyl)-1-methyl-6H-imidazo[1,5-a][1,4]benzodiazepine ClC=1C=CC2=C(C(N=CC=3N2C(=NC3)C)C3=C(C=CC=C3)F)C1